ClC=1C=CC(=C(C1)C1=NN(C=C1NC(=O)C=1C=NN2C1N=CC=C2)CC(=O)N2CC(C2)F)OC N-(3-(5-chloro-2-methoxyphenyl)-1-(2-(3-fluoroazetidin-1-yl)-2-oxoethyl)-1H-pyrazol-4-yl)pyrazolo[1,5-a]pyrimidine-3-carboxamide